C(C)(C)N1CN(C=C1)C(C)C 1,3-diisopropylimidazole